O[C@@H]1CN(CC[C@H]1[C@@H]1N2C(C3=CC=CC=C13)=CN=C2)S(=O)(=O)N (3S,4S)-3-hydroxy-4-((S)-5H-imidazo[5,1-a]isoindol-5-yl)piperidine-1-sulfonamide